(2S,4R)-N-[2-(2-amino-4-methyl-thiazol-5-yl)ethyl]-1-[(2S)-2-(4-cyclopropyltriazol-1-yl)-3,3-dimethyl-butanoyl]-4-hydroxy-pyrrolidine-2-carboxamide NC=1SC(=C(N1)C)CCNC(=O)[C@H]1N(C[C@@H](C1)O)C([C@H](C(C)(C)C)N1N=NC(=C1)C1CC1)=O